COC1=C(C=CC=C1)C1=NN2C(N=C(C=C2)N2CCNCC2)=C1 (2-methoxyphenyl)-5-(piperazin-1-yl)pyrazolo[1,5-a]pyrimidine